N-[[6-[4-(1,1-dioxo-1,4-thiazinan-4-yl)benzoyl]-6-azaspiro[2.5]octan-2-yl]methyl]furo[2,3-c]pyridine-2-carboxamide O=S1(CCN(CC1)C1=CC=C(C(=O)N2CCC3(C(C3)CNC(=O)C3=CC=4C(=CN=CC4)O3)CC2)C=C1)=O